(R)-2-(4-nitrophenyl)octahydropyrrolo[1,2-a]pyrazine [N+](=O)([O-])C1=CC=C(C=C1)N1C[C@@H]2N(CC1)CCC2